4,4'-(oxybis(methylene))bis(benzene-1,2-diol) O(CC=1C=C(C(=CC1)O)O)CC=1C=C(C(=CC1)O)O